C(#N)C(C(=O)N1CC(CC(C1)C1=CC=CC=C1)C(=O)O)=CC(C)(C)C 1-(2-cyano-4,4-dimethylpent-2-enoyl)-5-phenylpiperidine-3-carboxylic acid